2-[2-methacryloyloxyethylcarbamoyl]ethylsulfide C(C(=C)C)(=O)OCCNC(=O)CCSCCC(NCCOC(C(=C)C)=O)=O